(1-phenyl-1H-pyrazole-3,4-diyl)bis((4-nitrophenyl)methanone) C1(=CC=CC=C1)N1N=C(C(=C1)C(=O)C1=CC=C(C=C1)[N+](=O)[O-])C(=O)C1=CC=C(C=C1)[N+](=O)[O-]